CC(=CC(=O)O)C 3,3-DIMETHYLACRYLIC ACID